P(=O)(OCC1(CC1)C(C(=O)NCCC(=O)NCCSC(C)=O)O)([O-])[O-].[Na+].[Na+] Sodium (1-(2-((3-((2-(acetylthio)ethyl)amino)-3-oxopropyl)amino)-1-hydroxy-2-oxoethyl)cyclopropyl)methyl phosphate